(2R,4r,6S)-tert-Butyl 4-(2-((trans)-4-(3-(6-cyano-5-(trifluoromethyl)pyridin-3-yl)-5,5-dimethyl-4-oxo-2-thioxoimidazolidin-1-yl)cyclohexyl)ethoxy)-2,6-dimethylpiperidine-1-carboxylate C(#N)C1=C(C=C(C=N1)N1C(N(C(C1=O)(C)C)[C@@H]1CC[C@H](CC1)CCOC1C[C@H](N([C@H](C1)C)C(=O)OC(C)(C)C)C)=S)C(F)(F)F